6-iodo-4-(pyridin-4-yl)quinolin-2(1H)-one IC=1C=C2C(=CC(NC2=CC1)=O)C1=CC=NC=C1